COC=1C=CC=2C3=C(C(=NC2N1)C)N=CN3CC3=CC=C(C=N3)S(=O)(=O)N 6-((7-methoxy-4-methyl-1H-imidazo[4,5-c][1,8]naphthyridin-1-yl)methyl)pyridine-3-sulfonamide